N-(3-fluoro-4-((2-oxo-2,3-dihydro-1H-imidazo[4,5-b]pyridin-7-yl)oxy)phenyl)-1-phenyl-5-(trifluoromethyl)-1H-imidazole-4-carboxamide FC=1C=C(C=CC1OC1=C2C(=NC=C1)NC(N2)=O)NC(=O)C=2N=CN(C2C(F)(F)F)C2=CC=CC=C2